OC(CN1C(N=CC=C1C1=CC=C(C=C1)C(F)(F)F)C=1C=NC=CC1)(C)C N-(2-Hydroxy-2-methylpropyl)-2-(pyridin-3-yl)-6-[4-(trifluoromethyl)phenyl]pyrimidin